ClC=1C=CC2=C(N(C3=C(CC2)C=CC=C3)CCCCNC/C=C/C(=O)OCCOCCOC)C1 2-(2-methoxy-ethoxy)-ethyl (E)-4-[4-(3-chloro-10,11-dihydro-dibenzo[b,f]azepin-5-yl)butylamino]but-2-enoate